2-(7-((1s,3s)-3-hydroxycyclobutyl)-6,7-dihydro-5H-pyrrolo[2,3-c]pyridazin-3-yl)-3-methyl-5-(trifluoromethyl)phenol OC1CC(C1)N1CCC2=C1N=NC(=C2)C2=C(C=C(C=C2C)C(F)(F)F)O